Cl.NC(=NC(CC1=C(C=CC=C1Cl)Cl)=O)N N-(diaminomethylidene)-2-(2,6-dichlorophenyl)acetamide hydrochloride